(+/-)-4-methoxy-3-(1,4-oxazepan-3-yl)benzoic acid hydrochloride Cl.COC1=C(C=C(C(=O)O)C=C1)[C@@H]1COCCCN1 |r|